FC=1C2=C(C=NC1)COC21CCC(C(C1)(C)C)=O 7'-fluoro-5,5-dimethyl-4-oxo-3'H-spiro[cyclohexane-1,1'-furo[3,4-c]pyridin]